ClC=1C=NC(=NC1)N1CCC(CC1)CCCOC1=CC(=C(C=C1)CC(=O)N1CC2(CC1)OCCN(C2)C[C@@H]([C@@H]([C@@H](CO)O)O)O)F 2-(4-(3-(1-(5-chloropyrimidin-2-yl)piperidin-4-yl)propoxy)-2-fluorophenyl)-1-(9-((2S,3S,4R)-2,3,4,5-tetrahydroxypentyl)-6-oxa-2,9-diazaspiro[4.5]decan-2-yl)ethan-1-one